N-(5-chloro-6-(2H-1,2,3-triazol-2-yl)pyridin-3-yl)-2,8,8-trimethyl-7,8-dihydro-6H-cyclopenta[e]pyrazolo[1,5-a]pyrimidine-6-carboxamide ClC=1C=C(C=NC1N1N=CC=N1)NC(=O)C1CC(C2=C1C=NC=1N2N=C(C1)C)(C)C